ClC1=CC2=C(N(C(C(N2)=O)=O)C2C(CN(CC2)C(=O)OC(C)(C)C)(C)C)N=C1 tert-butyl 4-(7-chloro-2,3-diketo-2,3-dihydropyrido[2,3-b]pyrazin-4(1H)-yl)-3,3-dimethylpiperidine-1-carboxylate